N-(2-cyano-1-(tetrahydro-2H-pyran-4-yl)ethyl)-4-(3H-imidazo[4,5-b]pyridin-7-yl)-1H-pyrazole-1-carboxamide C(#N)CC(C1CCOCC1)NC(=O)N1N=CC(=C1)C1=C2C(=NC=C1)NC=N2